O1C(=NC2=C1C=CC=C2)C2=C(C(N(C(=N2)N(C)C(C2=CC=CC=C2)C2CCC2)C)=O)O 6-(1,3-benzoxazol-2-yl)-2-{[cyclobutyl(phenyl)methyl](methyl)amino}-5-hydroxy-3-methyl-3,4-dihydropyrimidin-4-one